3-(Methoxymethoxy)-4-(4,4,5,5-tetramethyl-1,3,2-dioxaborolan-2-yl)benzonitrile COCOC=1C=C(C#N)C=CC1B1OC(C(O1)(C)C)(C)C